4-hydroxypiperidine-1-carboxamide OC1CCN(CC1)C(=O)N